N-(3-(3-((2,6-Dioxopiperidin-3-yl)amino)phenyl)prop-2-yn-1-yl)-5-(8-(3-isopropyl-6-methyl-5-oxo-4,5,6,7-tetrahydro-1H-pyrazolo[3,4-c]pyridin-1-yl)isoquinolin-3-yl)picolinamide O=C1NC(CCC1NC=1C=C(C=CC1)C#CCNC(C1=NC=C(C=C1)C=1N=CC2=C(C=CC=C2C1)N1N=C(C2=C1CN(C(C2)=O)C)C(C)C)=O)=O